O1NOC=C1C(=O)[O-] [1,3]dioxazole-5-carboxylate